5-(4-benzylpiperazin-2-yl)-1-(4-fluorophenyl)-6-methyl-1H-indazole C(C1=CC=CC=C1)N1CC(NCC1)C=1C=C2C=NN(C2=CC1C)C1=CC=C(C=C1)F